(S)-5-((dimethylamino)methyl)-3-(1-(6-methoxy-3,4-dihydro-2H-benzo[b][1,4]oxazin-7-yl)-6-(pyrazolo[1,5-a]pyrimidin-3-yl)-1H-pyrazolo[4,3-c]pyridin-3-yl)oxazolidin-2-one CN(C)C[C@H]1CN(C(O1)=O)C1=NN(C2=C1C=NC(=C2)C=2C=NN1C2N=CC=C1)C=1C(=CC2=C(OCCN2)C1)OC